tert-butyl N-[1-(12-bromo-2,4,5,8,10-pentazatricyclo[7.4.0.02,6]trideca-1(9),3,5,7,10,12-hexaen-7-yl)azetidin-3-yl]-N-methyl-carbamate BrC=1C=NC=2N=C(C3=NN=CN3C2C1)N1CC(C1)N(C(OC(C)(C)C)=O)C